N-(1-ethylpiperidin-4-yl)-N-methyl-2-(1-phenyl-1H-pyrazol-4-yl)-1H-imidazole-4-carboxamide C(C)N1CCC(CC1)N(C(=O)C=1N=C(NC1)C=1C=NN(C1)C1=CC=CC=C1)C